C(CCCCCCCCCCC)C=1C=CC2=C(N=C(O2)C2=CC=C(C=C2)N2NC(=CC2C2=CC=C(C=C2)CCCCCCCCCCCC)C=CC2=CC=C(C=C2)CCCCCCCCCCCC)C1 1-(4-(5-dodecyl-benzooxazol-2-yl)phenyl)-3-(4-dodecyl-styryl)-5-(4-dodecyl-phenyl)-pyrazoline